Salicylic acid Sodium salt [Na+].C(C=1C(O)=CC=CC1)(=O)[O-]